CN(C=CC(C(OC)OC)=O)C 4-(dimethylamino)-1,1-dimethoxy-3-butene-2-one